(s)-N-(1-(7-Hydroxy-2-methylquinolin-5-yl)cyclopropyl)-2-methyl-5-((1-methylazetidin-2-yl)methoxy)benzamide OC1=CC(=C2C=CC(=NC2=C1)C)C1(CC1)NC(C1=C(C=CC(=C1)OC[C@H]1N(CC1)C)C)=O